CN1C2=C(CCC(C1=O)NC(C1=NC=CC(=C1)OC1=CC=CC=C1)=O)C=CC(=C2)N2CC1(C2)CCOCC1 N-(1-methyl-2-oxo-8-(7-oxa-2-azaspiro[3.5]nonan-2-yl)-2,3,4,5-tetrahydro-1H-benzo[b]azepin-3-yl)-4-phenoxypicolinamide